1-amyl-glycerol C(CCCC)OCC(O)CO